Cl.C(CC#C)N but-3-yn-1-amine, hydrochloride